C(C)(C)(C)C1=CC=CC(=N1)C1CCN(CC1)C(=O)O 4-(6-(tert-butyl)pyridin-2-yl)piperidine-1-carboxylic acid